C(C)(C)(C)OC(=O)NC1C(N(CCC1)C1=C(C(=CC=C1)C1=CC=CC=C1)C(=O)O)=O (3-((tert-butoxycarbonyl)amino)-2-oxopiperidin-1-yl)-[1,1'-biphenyl]-2-carboxylic acid